(2-((5-Chloro-2-((4-(4-(dimethylamino)piperidin-1-yl)-2-methoxyphenyl)amino)pyrimidin-4-yl)amino)phenyl)dimethylphosphine oxide ClC=1C(=NC(=NC1)NC1=C(C=C(C=C1)N1CCC(CC1)N(C)C)OC)NC1=C(C=CC=C1)P(C)(C)=O